mercapto-N-(2-((1-methylpiperidin-4-yl)(phenyl)amino)pyrimidin-5-yl)acetamide N7,3'-O-dimethyl-guanosine-5'-triphosphate P([O-])(=O)(OP(=O)(O)OP(=O)(O)O)OC[C@@H]1[C@H]([C@H]([C@@H](O1)N1C=[N+](C=2C(=O)NC(N)=NC12)C)O)OC.SCC(=O)NC=1C=NC(=NC1)N(C1=CC=CC=C1)C1CCN(CC1)C